COC=1N=C2C(=C3C(=NC2=CC1OCCCN1CCCC1)CCC3)NC(C)C 2-methoxy-N-(propan-2-yl)-3-[3-(pyrrolidin-1-yl)propoxy]-6H,7H,8H-cyclopenta[b]1,5-naphthyridin-9-amine